3-amino-N-[2-hydroxy-1-(4-methoxyphenyl)ethyl]-5-{[4-(trifluoromethoxy)phenyl]sulfonyl}pyridine-2-carboxamide NC=1C(=NC=C(C1)S(=O)(=O)C1=CC=C(C=C1)OC(F)(F)F)C(=O)NC(CO)C1=CC=C(C=C1)OC